C(C(CCCO)(C([2H])([2H])[2H])[2H])([2H])([2H])[2H] 4-(methyl-d3)pentan-4,5,5,5-d4-1-ol